3-chloro-2-(2,4-difluorophenyl)-1,2-butanediol ClC(C(CO)(O)C1=C(C=C(C=C1)F)F)C